CN(CCC(C)(NC=1C2=C(N=C(N1)C=1C(=NNC1)C)C=NC=C2)C)C N1,N1,3-trimethyl-N3-(2-(3-methyl-1H-pyrazol-4-yl)pyrido[3,4-d]pyrimidin-4-yl)butane-1,3-diamine